6-(2-Chloro-3,6-difluorobenzylamino)-9-β-D-arabinofuranosylpurin ClC1=C(CNC2=C3N=CN(C3=NC=N2)[C@H]2[C@@H](O)[C@H](O)[C@H](O2)CO)C(=CC=C1F)F